9-(4-(dimethylamino)butyl)-9H-pyrido[3,4-b]indole-3-carboxylic acid methyl ester COC(=O)C1=CC2=C(N(C3=CC=CC=C23)CCCCN(C)C)C=N1